N1NC(=O)C=C1 3-pyrazolone